C1=C(N=C2N1C1=CC=CC=C1C=C2)C(=O)OCC Ethyl imidazo[1,2-a]quinoline-2-carboxylate